N-(p-tolyl)acrylamide C1(=CC=C(C=C1)NC(C=C)=O)C